propane-chloride salt [Cl-].CCC